C(C)(C)OC1=CC=C(C=C1)C1=CN=CC(=N1)C(=O)N/N=C/C1=C(CCC1)C (E)-6-(4-isopropoxyphenyl)-N'-((2-methylcyclopent-1-en-1-yl)methylene)pyrazine-2-carbohydrazide